pyrimidin-2-yl-2,2-dimethylpropionic acid ethyl ester C(C)OC(C(CC1=NC=CC=N1)(C)C)=O